6-bromo-3-(piperidin-1-yl)-2,3-dihydro-1H-inden-1-ol BrC1=CC=C2C(CC(C2=C1)O)N1CCCCC1